2,3,4,6-tetrafluoroaniline FC1=C(N)C(=CC(=C1F)F)F